C(C)(C)(C)NC(CN1CCN(CC1)CC1=CN=C(N1)C1=CC(=CC(=C1)F)Cl)=O N-tert-butyl-2-[4-[[2-(3-chloro-5-fluoro-phenyl)-1H-imidazol-5-yl]methyl]piperazin-1-yl]acetamide